3-(3,4-difluoro-2-methoxyphenyl)-N-(2-hydroxypyridin-4-yl)-5-methyl-5-(trifluoromethyl)tetrahydrothiophene-2-d-2-carboxamide FC=1C(=C(C=CC1F)C1C(SC(C1)(C(F)(F)F)C)(C(=O)NC1=CC(=NC=C1)O)[2H])OC